FC1=C(C=C(C(=C1)[C@H]1[C@H](CCC2=CC(=CC=C12)O)C1=CC=CC=C1)OC)N1CCC2(C[C@H](CO2)C=O)CC1 (3R)-8-[2-fluoro-4-[(1S,2S)-6-hydroxy-2-phenyl-tetralin-1-yl]-5-methoxy-phenyl]-1-oxa-8-azaspiro[4.5]decane-3-carbaldehyde